N-(1-{1-[(1-{4-[(3S)-2,6-dioxopiperidin-3-yl]phenyl}piperidin-4-yl)methyl]piperidin-4-yl}-1H-pyrazol-4-yl)-6,6-dimethyl-4,5,6,7-tetrahydro-1H-indazole-3-carboxamide O=C1NC(CC[C@H]1C1=CC=C(C=C1)N1CCC(CC1)CN1CCC(CC1)N1N=CC(=C1)NC(=O)C1=NNC=2CC(CCC12)(C)C)=O